6-[4-[3-[2-(3-Hydroxyphenyl)ethynyl]-5-(trifluoromethyl)benzoyl]piperazin-1-yl]-N-propylpyridazine-3-carboxamide OC=1C=C(C=CC1)C#CC=1C=C(C(=O)N2CCN(CC2)C2=CC=C(N=N2)C(=O)NCCC)C=C(C1)C(F)(F)F